COC1=C(C(=O)NCC2=CC(=CC=C2)OC)C=CC=C1 2-methoxy-N-[(3-methoxyphenyl)methyl]benzamide